4-({2-[1-(2-hydroxyethyl)-1H-pyrazol-4-yl]-1-(2,2,2-trifluoroethyl)-1H-indol-4-yl}amino)-1λ6-thiane-1,1-dione OCCN1N=CC(=C1)C=1N(C2=CC=CC(=C2C1)NC1CCS(CC1)(=O)=O)CC(F)(F)F